BrC=1C=C(C(=NC1)C#N)N1CCNCC1 5-Bromo-3-piperazin-1-yl-pyridine-2-carbonitrile